3-(5-(4-(azepan-1-ylmethyl)phenethyl)-2-methyl-4-oxoquinazolin-3(4H)-yl)piperidine-2,6-dione N1(CCCCCC1)CC1=CC=C(CCC2=C3C(N(C(=NC3=CC=C2)C)C2C(NC(CC2)=O)=O)=O)C=C1